2-(2'-Chloro-5'-methoxy-6-methyl-[4,4'-bipyridine]-3-carboxamido)-N-cyclopropyl-4,5,6,7-tetrahydrobenzo[d]thiazole-6-carboxamide ClC1=NC=C(C(=C1)C1=C(C=NC(=C1)C)C(=O)NC=1SC2=C(N1)CCC(C2)C(=O)NC2CC2)OC